C12CC(CC2C1)N1C(C(N(C=C1)CC=1N=[N+](C(=CC1)Cl)[O-])=O)=O 3-((4-(bicyclo[3.1.0]hexan-3-yl)-2,3-dioxo-3,4-dihydropyrazin-1(2H)-yl)methyl)-6-chloropyridazine 1-oxide